7,8-dihydro-2H-1,6,9-trioxa-9-borabenzo[cd]azulene O1CC2=C3C(OCCOC13)=CC=C2